6-(Difluoromethyl)-3-(4-(1-ethyl-1H-pyrazol-4-yl)pyrimidin-2-yl)imidazo[1,2-a]pyrazine FC(C=1N=CC=2N(C1)C(=CN2)C2=NC=CC(=N2)C=2C=NN(C2)CC)F